FC(C(=O)O)(F)F.N[C@@H]1CC[C@H](CC1)C1=C(C(N=C(N1)C=1SC=CN1)C1=C(C=C(C=C1)F)Cl)C(=O)OC Methyl 6-(trans-4-aminocyclohexyl)-4-(2-chloro-4-fluorophenyl)-2-(thiazol-2-yl)-1,4-dihydropyrimidine-5-carboxylate Trifluoroacetic Acid Salt